O=C1N(CC2=CC(=CC=C12)C1=NC=CC(=C1)CN1CC(C1)C1=CC=C(C=C1)C(F)(F)F)C1C(NC(CC1)=O)=O 3-(1-oxo-5-(4-((3-(4-(trifluoromethyl)phenyl)azetidin-1-yl)methyl)pyridin-2-yl)isoindolin-2-yl)piperidine-2,6-dione